N1N=CC(=C1)C=1SC2=C3C(CCCOC13)=CNC2=O 1-(1H-pyrazol-4-yl)-4,6,7,8-tetrahydro-3H-9-oxa-2-thia-4-azabenzo[cd]azulene-3-one